sodium 4-methyl-1,2,3-thiadiazole-5-carboxylate CC=1N=NSC1C(=O)[O-].[Na+]